N-(3-chloro-5-(methylsulfonylamino)phenyl)-1-methyl-5-(3-(thiazol-2-ylmethoxy)pyridin-2-yl)-1H-pyrrole-3-carboxamide ClC=1C=C(C=C(C1)NS(=O)(=O)C)NC(=O)C1=CN(C(=C1)C1=NC=CC=C1OCC=1SC=CN1)C